9-hydroxy-4-androstene-3,17-dione O[C@@]12[C@]3(CCC(C=C3CC[C@H]1[C@@H]1CCC([C@@]1(C)CC2)=O)=O)C